sodium 2-hydroxy-3-bromo-propanesulfonate OC(CS(=O)(=O)[O-])CBr.[Na+]